NC(CC(=O)O)C(NC(C(=O)OCCCC)CO)=O 3-amino-3-[(1-butoxy-3-hydroxy-1-oxoprop-2-yl)carbamoyl]propionic acid